NCCNC1=CC(=NC2=CC=C(C=C12)N)N1CCS(C2=C(C1)C=CC=C2)(=O)=O N~4~-(2-Aminoethyl)-2-(1,1-dioxido-2,3-dihydro-1,4-benzothiazepin-4(5H)-yl)quinoline-4,6-diamine